4,5-difluoro-6-methyl-N-[(1S,2S,3S,5R)-2,6,6-trimethylnorpinan-3-yl]-1H-pyrrolo[2,3-b]pyridine-2-carboxamide FC1=C2C(=NC(=C1F)C)NC(=C2)C(=O)N[C@@H]2[C@H]([C@H]1C([C@@H](C2)C1)(C)C)C